2-((2S,4S)-5-chloro-6-fluoro-2-formyl-2-phenyl-2,3-dihydrobenzofuran-4-yl)-4-(difluoromethoxy)-3-fluorobenzonitrile ClC=1C(=CC2=C(C[C@](O2)(C2=CC=CC=C2)C=O)C1C1=C(C#N)C=CC(=C1F)OC(F)F)F